2-((1-methyl-1H-pyrazol-4-yl)amino)-4-((pyridin-4-ylmethyl)amino)pyrimidin-5-carboxamide CN1N=CC(=C1)NC1=NC=C(C(=N1)NCC1=CC=NC=C1)C(=O)N